4-((1-(4-(2-(2-Aminopyridin-3-yl)-5-(2-methoxyphenyl)-3H-imidazo[4,5-b]pyridin-3-yl)benzyl)piperidin-4-yl)amino)pyrimidine-2-carbonitrile NC1=NC=CC=C1C1=NC=2C(=NC(=CC2)C2=C(C=CC=C2)OC)N1C1=CC=C(CN2CCC(CC2)NC2=NC(=NC=C2)C#N)C=C1